BrC1=C2C(N(C(C2=CC=C1CN(C)C1CCN(CC1)C1=CC=C(C=C1)[C@H]1[C@H](CCC2=CC(=CC=C12)O)C1=CC=CC=C1)=O)C1C(NC(CC1)=O)=O)=O 4-bromo-2-(2,6-dioxopiperidin-3-yl)-5-(((1-(4-((1R,2S)-6-hydroxy-2-phenyl-1,2,3,4-tetrahydronaphthalen-1-yl)phenyl)piperidin-4-yl)(methyl)amino)methyl)isoindoline-1,3-dione